[(2S,3S,4R,5R,6S)-5-Acetamido-3,4-diacetyloxy-6-[4-[(E)-3-phenylprop-2-enoyl]phenoxy]oxan-2-yl]methyl acetate C(C)(=O)OC[C@@H]1O[C@H]([C@@H]([C@H]([C@@H]1OC(C)=O)OC(C)=O)NC(C)=O)OC1=CC=C(C=C1)C(\C=C\C1=CC=CC=C1)=O